2-[4-(trifluoromethoxy)phenyl]-2,8-diazaspiro[5.5]undecane FC(OC1=CC=C(C=C1)N1CC2(CCC1)CNCCC2)(F)F